2-(5-fluoro-1-(1-((1s,4s)-4-isopropylcyclohexyl)piperidin-4-yl)-2-oxoindolin-3-yl)acetamide FC=1C=C2C(C(N(C2=CC1)C1CCN(CC1)C1CCC(CC1)C(C)C)=O)CC(=O)N